C(C)(C)(C)C1=CC=C(C=C1)C(CN(C)CCOC)N 1-(4-(tert-butyl)phenyl)-N2-(2-methoxyethyl)-N2-methylethane-1,2-diamine